((S)-2-methylpiperazin-1-yl)-9-(trifluoromethyl)-2H-[1,4]thiazino[2,3,4-ij]quinazolin-5(3H)-one C[C@@H]1N(CCNC1)C1CN2C(N=CC3=CC(=CC(=C23)S1)C(F)(F)F)=O